6-(6-chloro-3-ethylsulfonyl-2-pyridyl)-1-(2,2,3,3,3-pentafluoropropyl)-1,7-naphthyridin-2-one ClC1=CC=C(C(=N1)C=1C=C2C=CC(N(C2=CN1)CC(C(F)(F)F)(F)F)=O)S(=O)(=O)CC